(5-chloro-1-(2,6-dimethoxyphenyl)-2-(6-ethoxypyridin-2-yl)-1H-imidazo[4,5-b]pyrazin-6-yl)methanesulfonamide ClC=1N=C2C(=NC1CS(=O)(=O)N)N(C(=N2)C2=NC(=CC=C2)OCC)C2=C(C=CC=C2OC)OC